methylene 1,2-propanedisulfonate C1C(C)S(=O)(=O)OCOS1(=O)=O